N,2-dimethyl-5-{[2-(trifluoromethyl)pyridin-3-yl]methoxy}-1-benzothiophene-3-carboxamide CNC(=O)C1=C(SC2=C1C=C(C=C2)OCC=2C(=NC=CC2)C(F)(F)F)C